(5-((2-(2-azabicyclo[2.2.2]octan-2-yl)ethyl)carbamoyl)-2-methylpyridin-3-yl)-2-(6,7-dihydro-4H-pyrazolo[5,1-c][1,4]oxazin-3-yl)pyrazolo[5,1-b]thiazole-7-carboxamide C12N(CC(CC1)CC2)CCNC(=O)C=2C=C(C(=NC2)C)C=2N1C(SC2C=2C=NN3C2COCC3)=C(C=N1)C(=O)N